FC1=C(CN2C3=C(C(=C(CC2=O)C(=O)NC)O)C=CC=C3)C=CC=C1OC 1-(2-fluoro-3-methoxybenzyl)-5-hydroxy-N-methyl-2-oxo-2,3-dihydro-1H-benzo[b]azepine-4-carboxamide